N-(4-((2-aminoethyl)disulfanyl)-4-methylpentanoyl)-N-methyl-L-alaninate NCCSSC(CCC(=O)N([C@@H](C)C(=O)[O-])C)(C)C